7-(3-propoxybenzoyl)-4-(2-(1-methyl-1H-pyrazol-4-yl)ethyl)aminomethylcyclohepta[7,6-b]indole trifluoromethanesulfonate FC(S(=O)(=O)O)(F)F.C(CC)OC=1C=C(C(=O)C2=CC3=NC4=C(C=CC=C4C3=CC=C2)CNCCC=2C=NN(C2)C)C=CC1